CN1C2=C(N=C3C(NC(N=C13)=O)=O)C=CC=C2 10-methyl-2H,3H,4H,10H-benzo[g]pteridine-2,4-dione